FC(C1=C(COC=2C=C(N)C=CC2)C=CC=C1)(F)F 3-((2-(trifluoromethyl)benzyl)oxy)aniline